1-methylethyl 3-(1-{3-[cyclohexyl(ethyl)amino]-3-oxopropyl}-1H-benzimidazol-2-yl)piperidine-1-carboxylate C1(CCCCC1)N(C(CCN1C(=NC2=C1C=CC=C2)C2CN(CCC2)C(=O)OC(C)C)=O)CC